(E)-diazene-1,2-diyl-bis(piperidin-1-ylmethanone) N(=N\C(=O)N1CCCCC1)/C(=O)N1CCCCC1